CNC1CNC1 3-(Methylamino)azetidin